ClC1=CC(N(C=C1)C(C)N1N=NC(=C1)C=1C=NC=C(C1)C1CC1)=O 4-chloro-1-(1-(4-(5-cyclopropylpyridin-3-yl)-1H-1,2,3-triazol-1-yl)ethyl)pyridin-2(1H)-one